3-(sec-Butylamino)-N-(3-(thiazolo[4,5-c]pyridin-2-yl)-4,5,6,7-tetrahydrothieno[2,3-c]pyridin-2-yl)propan-15N-amide C(C)(CC)NCCC(=O)[15NH]C1=C(C2=C(CNCC2)S1)C=1SC2=C(C=NC=C2)N1